1-allyl 2-methyl (2S,4R)-4-((tert-butoxycarbonyl)(phenethyl)amino)pyrrolidine-1,2-dicarboxylate C(C)(C)(C)OC(=O)N([C@@H]1C[C@H](N(C1)C(=O)OCC=C)C(=O)OC)CCC1=CC=CC=C1